3-{4-chloro-5-ethenylpyrrolo[2,3-d]pyrimidin-7-yl}-5-[({3-[(2-phenylethyl)amino]propyl}amino)methyl]cyclopentane-1,2-diol ClC=1C2=C(N=CN1)N(C=C2C=C)C2C(C(C(C2)CNCCCNCCC2=CC=CC=C2)O)O